N,N-diethylpiperidine-4-amine C(C)N(C1CCNCC1)CC